C(=O)C1=NC=CC(C1OCC1=CC=CC=C1)=O 2-formyl-3-benzyloxypyridine-4-one